rac-N-{(1R,6S)-2,2-difluoro-6-[4-(propan-2-yl)piperazin-1-yl]cyclohexyl}-4-methyl-4-(4-methylphenyl)piperidine-1-carboxamide FC1([C@@H]([C@H](CCC1)N1CCN(CC1)C(C)C)NC(=O)N1CCC(CC1)(C1=CC=C(C=C1)C)C)F |r|